C(C1=CC=CC=C1)(=O)OC(CC)CN aminomethylpropanol benzoate